5-chloro-2-methoxy-6-(4-(4-methylpiperazin-1-yl)piperidin-1-yl)pyridin-3-amine ClC=1C=C(C(=NC1N1CCC(CC1)N1CCN(CC1)C)OC)N